(E)-2,3-bis(3-cyanophenyl)propenal C(#N)C=1C=C(C=CC1)/C(/C=O)=C\C1=CC(=CC=C1)C#N